3-(2-(Methylamino)pyrimidin-5-yl)-3-(5-(2-(5,6,7,8-tetrahydro-1,8-naphthyridin-2-yl)ethoxy)-1H-indazol-1-yl)propanoic acid CNC1=NC=C(C=N1)C(CC(=O)O)N1N=CC2=CC(=CC=C12)OCCC1=NC=2NCCCC2C=C1